COC(C(N(C(COC)=O)C1=C(C=CC=C1C)C)(C)C)=O methyl-N-(2,6-dimethylphenyl)-N-(methoxyacetyl)-DL-alanine methyl ester